C(#C)C1=C2C(=CC(=CC2=CC=C1F)O)C1=C(C=2N=C(N=C(C2C=N1)N1CCOC[C@@](C1)(C)OC)OC[C@]12CCCN2C[C@@H](C1)F)F 5-ethynyl-6-fluoro-4-(8-fluoro-2-(((2R,7aS)-2-fluorotetrahydro-1H-pyrrolizin-7a(5H)-yl)methoxy)-4-((S)-6-methoxy-6-methyl-1,4-oxazepan-4-yl)pyrido[4,3-d]pyrimidin-7-yl)naphthalen-2-ol